CN(C1CCN(CC1)C=1C(=CC2=C(C(C=3NC4=CC(=CC=C4C3C2=O)C#C)(C)C)C1)CC)C 8-(4-(dimethylamino)piperidin-1-yl)-9-ethyl-3-ethynyl-6,6-Dimethyl-5,6-dihydro-11H-benzo[b]carbazol-11-one